C(C)C(CC)NC=1C=C(C=2N(N1)C(=NN2)C(C)C)NCC2=CC=C(C=C2)O 4-[[[6-(1-ethylpropylamino)-3-isopropyl-[1,2,4]triazolo[4,3-b]pyridazin-8-yl]amino]methyl]phenol